[C@H]1([C@H](O)[C@H](O)[C@@H](O)[C@@H](O1)C)O[C@H]1[C@@H]([C@H]([C@@H](O[C@@H]1CO)O[C@@H]([C@H](C=O)O)[C@@H](O)[C@@H](O)C)O)O β-L-Rhamnopyranosyl-(1→4)-β-D-glucopyranosyl-(1→3)-L-rhamnose